C(C)(=O)NCCC1=CNC2=CC=CC=C12 3-(2-acetamidoethyl)-1H-indol